BrC1=NNC2=CC(=CC=C12)C=1C2=C(NN1)C1=C(C2)SC(=C1)C1=CC=C(CN2CCOCC2)C=C1 4-(4-(3-(3-bromo-1H-indazol-6-yl)-1,4-dihydrothieno[2',3':4,5]cyclopenta[1,2-c]pyrazol-6-yl)benzyl)morpholine